2-hexanoylcyclohexan C(CCCCC)(=O)C1CCCCC1